1,3-di(1-adamantyl)imidazolium 2-ethylhexanoate C(C)C(C(=O)[O-])CCCC.C12(CC3CC(CC(C1)C3)C2)N2C=[N+](C=C2)C23CC1CC(CC(C2)C1)C3